Cl.N[C@H]1[C@H](COCC1)O (3R,4R)-4-aminotetrahydropyran-3-ol HCl